C(C)C1CC2C(C3=CC=CC=C3C(C2CC1)=O)=O 2-ethyl-1,2,3,4,4a,9a-hexahydroanthraquinone